3,6-diamino-1,2,4-benzenetrisulfonic acid NC1=C(C(=C(C=C1S(=O)(=O)O)N)S(=O)(=O)O)S(=O)(=O)O